1-(9H-fluoren-9-yl)-4,7,10-trimethyl-3,6,9-trioxo-2-oxa-4,7,10-triazadodecan-12-oic acid C1=CC=CC=2C3=CC=CC=C3C(C12)COC(N(CC(N(CC(N(CC(=O)O)C)=O)C)=O)C)=O